N[C@@H](CCCCNC(=O)N)C(=O)O (S)-Homocitrulline